3,5-bis((perfluorophenyl)methoxy)benzoic acid FC1=C(C(=C(C(=C1F)F)F)F)COC=1C=C(C(=O)O)C=C(C1)OCC1=C(C(=C(C(=C1F)F)F)F)F